4-[[3-[[[1-[(2,4-dimethoxyphenyl)methylamino]isoquinolin-5-yl]amino]methyl]-1-bicyclo[1.1.1]pentanyl]methoxy]-1-methylpyridin-2-one COC1=C(C=CC(=C1)OC)CNC1=NC=CC2=C(C=CC=C12)NCC12CC(C1)(C2)COC2=CC(N(C=C2)C)=O